(R)-3-((4-(2-((1-(5-chloro-1-(2-hydroxyethyl)-6-oxo-1,6-dihydropyridazin-4-yl)pyrrolidin-3-yl)oxy)pyridin-4-yl)-3,5-dimethyl-1H-pyrazol-1-yl)methyl)bicyclo[1.1.1]pentane-1-carbonitrile ClC1=C(C=NN(C1=O)CCO)N1C[C@@H](CC1)OC1=NC=CC(=C1)C=1C(=NN(C1C)CC12CC(C1)(C2)C#N)C